C(C)(=O)OC(C)OC(=O)ON1C(CCC1(C)C)(C)C 1-(((1-acetoxyethoxy)carbonyl)oxy)-2,2,5,5-tetramethylpyrrolidine